Cl.C(C)C1=CC=C(C=C1)NC1N(C(=NC(=N1)N)N1CCOCC1)C1=CC(=CC=C1)F N-(4-Ethylphenyl)-N1-(3-fluorophenyl)-6-morpholin-4-yl-[1,3,5]triazine-2,4-diamine hydrochloride